methyl (1S,3R)-1-(4-((8-(((1r,3R,5S)-adamantan-1-yl) amino)-8-oxooctyl) carbamoyl) phenyl)-2-(2-chloroacetyl)-2,3,4,9-tetrahydro-1H-pyrido[3,4-b]indole-3-carboxylate C12(CC3CC(CC(C1)C3)C2)NC(CCCCCCCNC(=O)C2=CC=C(C=C2)[C@@H]2N([C@H](CC3=C2NC2=CC=CC=C32)C(=O)OC)C(CCl)=O)=O